O=C1N(C(C2=CC=CC=C12)=O)OCC(=O)N[C@@H](CCCCNC(CCOCCOCCOCCOCCOCCOCCOCCOCCOCCOCCOCCOC)=O)C(=O)O (S)-44-(2-(1,3-Dioxoisoindolin-2-yloxy)acetamido)-38-oxo-2,5,8,11,14,17,20,23,26,29,32,35-dodecaoxa-39-azapentatetracontan-45-oic acid